FC1(CN(CC1)C=1C=C2C(=NC=NN2C1)C1=CC(=C(CNC(OC(C)(C)C)=O)C=C1)C)F tert-butyl (4-(6-(3,3-difluoropyrrolidin-1-yl)pyrrolo[2,1-f][1,2,4]triazin-4-yl)-2-methylbenzyl)carbamate